COC=1C=CC=2C3=C(N=NC2C1)NC(N3CC3=CC=C(C=C3)S(=O)(=O)N)=O 4-((7-methoxy-2-oxo-2,3-dihydro-1H-imidazo[4,5-c]cinnolin-1-yl)methyl)benzene-sulfonamide